C(C)(=O)N[Ti]NC(C)=O (diacetamido)titanium